methyl 1,6-dihydropyrrolo[2,3-e]indole-2-carboxylate N1C(=CC=2C1=C1C=CNC1=CC2)C(=O)OC